5-(methylacetamido)cytosine CCC(=O)NC=1C(=NC(NC1)=O)N